ClC=1C=NC=C(C1[C@@H](C)OC=1C=C2C(=NN(C2=CC1)C1OCCCC1)C=1C=NC(=CC1)N1CCN(CC1)C)Cl 5-((R)-1-(3,5-Dichloropyridin-4-yl)ethoxy)-3-(6-(4-methylpiperazin-1-yl)pyridin-3-yl)-1-(tetrahydro-2H-pyran-2-yl)-1H-indazole